N1(C=NC=2C1=C1C(=NC2)NC=C1)N1C2CC(CC1CC2)=CC#N 2-(8-(imidazo[4,5-d]pyrrolo[2,3-b]pyridin-1(6H)-yl)-8-azabicyclo[3.2.1]octan-3-ylidene)acetonitrile